C(C(=O)O)(=O)[O-].C(C(=O)O)(=O)O.[K+] potassium oxalate, Oxalate salt